N(=[N+]=[N-])C[C@]1(OC2=C(C1)C=C(C=C2\C(\C)=N\[S@](=O)C(C)(C)C)F)C (R)-N-((1E)-1-((2S)-2-(azidomethyl)-5-fluoro-2-methyl-2,3-dihydrobenzofuran-7-yl)ethylidene)-2-methylpropane-2-sulfinamide